5-methyl-6-(3-(2-methyl-6,7-dihydropyrazolo[1,5-a]pyrimidin-4(5H)-yl)-7,8-dihydro-1,6-naphthyridin-6(5H)-yl)nicotinonitrile CC=1C(=NC=C(C#N)C1)N1CC=2C=C(C=NC2CC1)N1C=2N(CCC1)N=C(C2)C